C(C)(=O)O[SiH](CC1=CC=C(C=C1)C(C)(C)C)OC(C)=O Diacetyloxy-(4-tert-butylphenyl)methylsilan